OC1CC(C1)NC(=O)C=1SC=C(N1)C(=O)N1[C@H](CCC1)C N-((1r,3r)-3-hydroxycyclobutyl)-4-((S)-2-methylpyrrolidine-1-carbonyl)thiazole-2-carboxamide